5-(5-fluoropyridin-2-yl)-2,5,6,7-tetrahydro-3H-pyrrolo[2,1-c][1,2,4]triazol-3-one FC=1C=CC(=NC1)C1CCC2=NNC(N21)=O